(1,3-dichloro-9,9-dimethylacridin-2-one-7-yl)phosphate ClC=1C(C(=CC2=NC3=CC=C(C=C3C(C12)(C)C)OP(=O)([O-])[O-])Cl)=O